C1(CCC2=CC=CC=C12)N1N=CC(=C1)NC(=O)C1=NOC(=C1)C=1OC=CC1 N-(1-(2,3-dihydro-1H-inden-1-yl)-1H-pyrazol-4-yl)-5-(furan-2-yl)isoxazol-3-carboxamide